1-((2S)-2-((2-(4-bromo-2,6-difluorophenyl)-7-chloro-6-fluoroimidazo[1,2-a]pyridin-3-yl)methyl)morpholin-4-yl)ethan-1-one BrC1=CC(=C(C(=C1)F)C=1N=C2N(C=C(C(=C2)Cl)F)C1C[C@H]1CN(CCO1)C(C)=O)F